FC(COOC(N[C@@H](C(C)C)CNC(C1=CC=C(C=C1)C)=O)=O)(F)F N-[(1S)-2-methyl-1-[[(4-methylbenzoyl)amino]methyl]propanyl]carbamic acid-2,2,2-trifluoroethoxy ester